N'-(4-iodo-2-(6-azaspiro[2.5]oct-6-yl)benzoyl)-6-methyl-2-(4-(trifluoromethyl)piperidin-1-yl)pyrimidine-4-carbohydrazide aluminum-indium-gallium-zinc [Zn].[Ga].[In].[Al].IC1=CC(=C(C(=O)NNC(=O)C2=NC(=NC(=C2)C)N2CCC(CC2)C(F)(F)F)C=C1)N1CCC2(CC2)CC1